NCCCN(CCOCCN(C)C)C N-(3-aminopropyl)-N,N',N'-trimethyl-[2,2'-oxybis(ethylamine)]